C1(CC1)NC1=NC2=CC=CC=C2C(=N1)NCC=1OC=CC1 N2-Cyclopropyl-N4-(furan-2-ylmethyl)quinazoline-2,4-diamine